OC=1C=CC2=C(N=NN(C2=O)CC(=O)N[C@@H](C)C2=CC=C(C=C2)OC(F)(F)F)C1 (S)-2-(7-hydroxy-4-oxobenzo[d][1,2,3]triazin-3(4H)-yl)-N-(1-(4-(trifluoromethoxy)phenyl)ethyl)acetamide